2-(2-hydroxy-3,5-Dicumylphenyl)benzotriazole OC1=C(C=C(C=C1C(C)(C)C1=CC=CC=C1)C(C)(C)C1=CC=CC=C1)N1N=C2C(=N1)C=CC=C2